N1(CCC1)C=1C2=C(N=C(N1)C)CN(C2)C(=O)OC2CN(C2)C2=CC(=NC(=C2)C(F)(F)F)C 1-(2-Methyl-6-(trifluoromethyl)pyridin-4-yl)azetidin-3-yl 4-(azetidine-1-yl)-2-methyl-5,7-dihydro-6H-pyrrolo[3,4-d]pyrimidine-6-carboxylate